6-((R)-2-hydroxypropoxy)-4-(6-(6-((6-methoxypyridin-3-yl)methyl)-3,6-diazabicyclo[3.1.1]hept-3-yl)pyridin-3-yl)pyrazolo[1,5-a]pyridine-3-carbonitrile O[C@@H](COC=1C=C(C=2N(C1)N=CC2C#N)C=2C=NC(=CC2)N2CC1N(C(C2)C1)CC=1C=NC(=CC1)OC)C